F[C@H]1[C@@]2(CC[C@H](C[C@H]1C(=C)C=1N=NC(=CN1)C1=C(C=C(C=C1)C1=NC(N(C=N1)C)=O)O)N2)C 4-(4-(3-(1-((1S,2R,3S,5R)-2-fluoro-1-methyl-8-azabicyclo[3.2.1]octan-3-yl)vinyl)-1,2,4-triazin-6-yl)-3-hydroxyphenyl)-1-methyl-1,3,5-triazin-2(1H)-one